(6-(1-(2-((12-aminododecyl)oxy)ethyl)-1H-pyrazol-4-yl)-1-(2,5-dimethylbenzyl)-1H-benzo[d]imidazol-2-yl)(pyridin-4-yl)methanol NCCCCCCCCCCCCOCCN1N=CC(=C1)C=1C=CC2=C(N(C(=N2)C(O)C2=CC=NC=C2)CC2=C(C=CC(=C2)C)C)C1